C(N)(=O)C=1C=CC2=C(N=C(C3=CC=NC=C23)NCCC2=NC(=NO2)CCN(C(OC(C)(C)C)=O)CC2=CC(=C(C=C2)C2=CC=CC=C2)Cl)C1 tert-Butyl (2-(5-(2-((8-carbamoylbenzo[c][2,6]naphthyridin-5-yl)amino)ethyl)-1,2,4-oxadiazol-3-yl)ethyl)((2-chloro-[1,1'-biphenyl]-4-yl)methyl)carbamate